(R)-N-(1-(6,7-difluoro-4-oxo-3,4-dihydrophthalazin-1-yl)ethyl)-3,4,5-trifluoro-N-methylbenzamide FC=1C=C2C(NN=C(C2=CC1F)[C@@H](C)N(C(C1=CC(=C(C(=C1)F)F)F)=O)C)=O